8-(3,3-Dimethylcyclohexyl)-9-(4-((1-(3-fluoropropyl)azetidin-3-yliden)methyl)phenyl)-6,7-dihydro-5H-benzo[7]annulen CC1(CC(CCC1)C=1CCCC2=C(C1C1=CC=C(C=C1)C=C1CN(C1)CCCF)C=CC=C2)C